[BiH]1CCCCC1 Bisman